FC[C@H](C(=O)N[C@H](C(=O)N[C@@H](C[C@H]1C(NCC1)=O)C(COC(F)(F)F)=O)CC(C)C)O (S)-2-((S)-3-fluoro-2-hydroxypropanamido)-4-methyl-N-((S)-3-oxo-1-((S)-2-oxopyrrolidin-3-yl)-4-(trifluoromethoxy)butan-2-yl)pentanamide